CC(C)(C)OC(=O)N1C[C@@H](CC1)OCC#C (3R)-3-(prop-2-ynyloxy)tetrahydropyrrole-1-carboxylic acid-2-methylprop-2-yl ester